3-(6-methoxy-2-methylpyridin-3-yl)-1-((1R,2S)-2-methylcyclohexyl)-7-(trifluoromethyl)-2,3-dihydroquinazolin-4(1H)-one COC1=CC=C(C(=N1)C)N1CN(C2=CC(=CC=C2C1=O)C(F)(F)F)[C@H]1[C@H](CCCC1)C